tert-Butyl (3-cyano-7-fluoro-4-(5-fluoro-3-(1-methyl-1,6-diazaspiro[3.3]heptan-6-yl)-7,9-dihydrofuro[3,4-f]quinazolin-6-yl)thieno[3,2-c]pyridin-2-yl)carbamate C(#N)C1=C(SC2=C1C(=NC=C2F)C=2C1=C(C=3C=NC(=NC3C2F)N2CC3(CCN3C)C2)COC1)NC(OC(C)(C)C)=O